(1R,3aS,6aR)-N-((S)-1-cyano-2-((R)-2-oxopyrrolidin-3-yl)ethyl)-2-(4-methoxy-1H-indole-2-carbonyl)-5,5-difluorooctahydrocyclopenta[c]pyrrole-1-carboxamide C(#N)[C@H](C[C@@H]1C(NCC1)=O)NC(=O)[C@@H]1N(C[C@@H]2[C@H]1CC(C2)(F)F)C(=O)C=2NC1=CC=CC(=C1C2)OC